4-(3-(4-(2-Bromoethoxy)-3-isopropylphenyl)-4,4-dimethyl-5-oxo-2-thioxoimidazolidin-1-yl)-2-(trifluoromethyl)benzonitrile BrCCOC1=C(C=C(C=C1)N1C(N(C(C1(C)C)=O)C1=CC(=C(C#N)C=C1)C(F)(F)F)=S)C(C)C